Cl.C1(=CC=CC=C1)[C@H]1[C@@H](CNC1)C(=O)N[C@@H]1C[C@H](C1)C1=CC=CC=C1 (3S,4R)-4-Phenyl-N-(trans-3-phenylcyclobutyl)pyrrolidine-3-carboxamide hydrochloride